C(#N)C=1C=NC2=CC(=C(C=C2C1NC=1C=CC2=C(CCO2)C1)NC(=O)NC1CCN(CC1)CC)OC 1-(3-Cyano-4-((2,3-dihydrobenzofuran-5-yl)amino)-7-methoxyquinolin-6-yl)-3-(1-ethylpiperidin-4-yl)urea